(S)-4-(6-chloro-4-((methylsulfonyl)methyl)pyridin-2-yl)-5-ethylmorpholin-3-one ClC1=CC(=CC(=N1)N1C(COC[C@@H]1CC)=O)CS(=O)(=O)C